N[C@@H](CN1C(C=2C=C3C(=CC2CC1)N(C(=N3)C=3N(C1=CC=CC=C1C3)CC3CC3)C)=O)C (R)-6-(2-aminopropyl)-2-(1-(cyclopropylmethyl)-1H-indol-2-yl)-1-methyl-1,6,7,8-tetrahydro-5H-imidazo[4,5-g]isoquinolin-5-one